3-amino-4,4,4-trifluoro-butyric acid NC(CC(=O)O)C(F)(F)F